BrC=1C=C(C(=NC1)NS(=O)(=O)C1=CNC(=C1)C1=CC=CC=C1)F N-(5-bromo-3-fluoropyridin-2-yl)-5-phenyl-1H-pyrrole-3-sulfonamide